CC1=CC(CC(C1)CCC)=O 3-methyl-5-propyl-2-cyclohexenone